C(C)(C)[C@H]1N(CCN(C1)C=1N=CC2=C(N1)C(=NC=N2)NC2=CC(=C(C=C2)OC2=CC1=C(N(N=N1)C)C=C2)C)C(C=C)=O (R)-1-(2-isopropyl-4-(8-((3-methyl-4-((1-methyl-1H-benzo[d][1,2,3]triazol-5-yl)oxy)phenyl)amino)pyrimido[5,4-d]pyrimidin-2-yl)piperazin-1-yl)prop-2-en-1-one